1,5-naphthalenedimethanol methyl-2-(3-methyl-6-picolinoyl-6-azabicyclo[3.1.1]heptan-1-yl)acetate CC(C(=O)OCC1=CC=CC=2C(=CC=CC12)CO)C12C(CCC(N1)C2)C(C2=CC=C(C=N2)C)=O